N-Methyl-5-(2-methyl-2H-indazol-5-yl)-N-(piperidin-4-yl)[1,3]thiazolo[5,4-b]pyridin-2-amin-Hydrochlorid Cl.CN(C=1SC2=NC(=CC=C2N1)C1=CC2=CN(N=C2C=C1)C)C1CCNCC1